2-(4-chlorophenoxy)propionic acid ClC1=CC=C(OC(C(=O)O)C)C=C1